N-(2-(2,6-dioxopiperidin-3-yl)-1,3-dioxoisoindolin-5-yl)-1-(p-tolyl)methanesulfonamide O=C1NC(CCC1N1C(C2=CC=C(C=C2C1=O)NS(=O)(=O)CC1=CC=C(C=C1)C)=O)=O